[3-formyl-4-[4-{6-prop-2-enoyloxyhexoxy}benzoyl]oxy-phenyl] 4-{6-prop-2-enoyloxyhexoxy}benzoate C(C=C)(=O)OCCCCCCOC1=CC=C(C(=O)OC2=CC(=C(C=C2)OC(C2=CC=C(C=C2)OCCCCCCOC(C=C)=O)=O)C=O)C=C1